O1C=CN=CC2=C1C=CC=C2 [1,4]benzoxazepine